4-Piperazinylbenzo[b]thiophene hydrochloride Cl.N1(CCNCC1)C1=CC=CC=2SC=CC21